tert-butyl ((2-(3-(1-(4-methyl-4H-1,2,4-triazol-3-yl)-3-methylenecyclobutyl)phenyl)-3-oxo-7-(trifluoromethyl)isoindolin-5-yl)methyl)(1-methylcyclobutyl)carbamate CN1C(=NN=C1)C1(CC(C1)=C)C=1C=C(C=CC1)N1CC2=C(C=C(C=C2C1=O)CN(C(OC(C)(C)C)=O)C1(CCC1)C)C(F)(F)F